ClCCCC1=C2C(=NC=3C=C4C(=CC13)OCO4)C4=CC1=C(C(N4C2)=O)COC([C@]1(O)CC)=O (S)-14-(3-chloropropyl)-7-ethyl-7-hydroxyl-10,13-dihydro-11H-[1,3]dioxolo[4,5-g]pyrano[3',4':6,7]indolizino[1,2-b]quinolin-8,11(7H)-dione